ClC=1C=CC=2C(=C3N(C2C1C=1C(=NC=NC1C)C)CCC=NC3=O)CCCOC3=CC(=C(C(=C3)C)Cl)C 8-chloro-11-(3-(4-chloro-3,5-dimethylphenoxy)propyl)-7-(4,6-dimethylpyrimidin-5-yl)-1-oxo-4,5-dihydro-1H-[1,4]diazepino[1,2-a]indol